1-(4-(3-aminopyrrolidin-1-yl)-3,5-difluorobenzyl)-3-(4-(2-(4-methoxyphenyl)propan-2-yl)thiazol-2-yl)urea NC1CN(CC1)C1=C(C=C(CNC(=O)NC=2SC=C(N2)C(C)(C)C2=CC=C(C=C2)OC)C=C1F)F